C1(=CC=CC=C1)CS(=O)(=O)OC1=C(O[C@@](C1=O)([2H])C1=CC(=CC=C1)F)N (S)-2-amino-5-(3-fluorophenyl)-4-oxo-4,5-dihydrofuran-3-yl-5-d phenylmethanesulfonate